ClC=1C=C(C=C(C1)OC(F)(F)F)N1CCCCC1 1-(3-chloro-5-(trifluoromethoxy)phenyl)piperidin